CC1=C(C(=CC=C1)C)C1=CC2=C(N(C(N2)=O)[C@H](CS(=O)(=O)C)C2=NC(=C(C=C2)OC)OCC)C=C1 (S)-5-(2,6-dimethylphenyl)-1-(1-(6-ethoxy-5-methoxypyridin-2-yl)-2-(methylsulfonyl)ethyl)-1H-benzo[d]imidazol-2(3H)-one